C[Sn](CC)C Bis(methyl)ethyl-tin